N=1C=CN2C1N=CC(=C2)C=2C=CN1N=C(N=C(C12)OC(F)(F)F)NC1CCC2(CN(C2)C(C)=O)CC1 1-(7-((5-(imidazo[1,2-a]pyrimidin-6-yl)-4-(trifluoromethoxy)pyrrolo[2,1-f][1,2,4]triazin-2-yl)amino)-2-azaspiro[3.5]nonan-2-yl)ethan-1-one